BrC1=CC=C(C=C1)N1N=C(C(=C1)C1=CC=C(C=C1)F)CO (1-(4-bromophenyl)-4-(4-fluorophenyl)-1H-pyrazol-3-yl)methanol